6-chloro-N-[(1r,4r)-4-{[(6-chloro-1H-benzimidazol-2-yl)methyl]carbamoyl}cyclohexyl]-4-oxo-3,4-dihydro-2H-1-benzopyran-2-carboxamide ClC=1C=CC2=C(C(CC(O2)C(=O)NC2CCC(CC2)C(NCC2=NC3=C(N2)C=C(C=C3)Cl)=O)=O)C1